ClC=1C=CC(=C(C1)S(=O)(=O)NC1=CC=C(C=C1)C1=NC(=C2C(=N1)NN=C2C)NCC2=CC=NC=C2)F 5-chloro-2-fluoro-N-(4-(3-methyl-4-((pyridin-4-ylmethyl)amino)-1H-pyrazolo[3,4-d]pyrimidin-6-yl)phenyl)benzenesulfonamide